OC1C(CN(CC1)C(=O)OC(C)(C)C)C(=O)OC rac-1-tert-butyl 3-methyl 4-hydroxypiperidine-1,3-dicarboxylate